Butyl-D-ribulose C(CCC)C(O)C(=O)[C@H](O)[C@H](O)CO